(E)-2-fluoro-5-methoxy-3-(2-nitrovinyl)pyridine FC1=NC=C(C=C1\C=C\[N+](=O)[O-])OC